2-(azetidin-1-yl)-N-(5-ethyl-1H-pyrazol-3-yl)-6-methoxy-7-(3-(pyrrolidin-1-yl)propoxy)quinazolin-4-amine N1(CCC1)C1=NC2=CC(=C(C=C2C(=N1)NC1=NNC(=C1)CC)OC)OCCCN1CCCC1